N(=[N+]=[N-])CCOCCOCCOCCOCCN(C(OC(C)(C)C)=O)C tert-butyl N-[2-[2-[2-[2-(2-azidoethoxy)ethoxy] ethoxy]ethoxy]ethyl]-N-methyl-carbamate